ClC1=C(C(=O)NCC2=CN(C(C=C2)=O)C)C=CC(=C1)NC=1C=2N(C=CN1)C(=CN2)C2=C(C(=C(C=C2)OCC#N)F)F 2-chloro-4-[[3-[4-(cyanomethoxy)-2,3-difluoro-phenyl]imidazo[1,2-a]pyrazin-8-yl]amino]-N-[(1-methyl-6-oxo-3-pyridyl)methyl]benzamide